O=C1N(C(C2=CC(=CC=C12)C=1N=NNC1)=O)C=1SC(=C(C1C#N)C1=CC=C(C=C1)OC)C 2-[1,3-Dioxo-5-(1H-[1,2,3]triazol-4-yl)-1,3-dihydroisoindol-2-yl]-4-(4-methoxyphenyl)-5-methylthiophene-3-carbonitrile